FC(C(C(C(C(C(C(C(F)(F)F)(F)F)(F)F)(F)F)(F)F)(F)F)(F)F)(S(=O)(=O)O)F.OCC[N+](C)(C)C choline perfluorooctyl-sulfonic acid